(Z)-ethyl 2-(3-cyclopropylmethoxy-4-methoxyphenyl)-3-(2,6-dimethyl-4-carbonylpyridin-1(4H)-yl)-acrylate C1(CC1)COC=1C=C(C=CC1OC)/C(/C(=O)OCC)=C/N1C(=CC(C=C1C)=C=O)C